(S)-N-(4-fluoro-3-methylphenyl)-2,3,6-trimethyl-4-oxo-2,4,5,6,7,8-hexahydropyrrolo[3,4-c]azepine-1-carboxamide FC1=C(C=C(C=C1)NC(=O)C=1N(C(=C2C(N[C@H](CCC21)C)=O)C)C)C